1-(3-chloropropyl)-1,1,3,3,3-pentaethoxy-1,3-disilapropane ClCCC[Si](C[Si](OCC)(OCC)OCC)(OCC)OCC